N-[(2S)-2-hydroxy-3-{5-methyl-6-[(4-methyl-1,3-oxazol-5-yl)methoxy]-1,2,3,4-tetrahydroisoquinolin-2-yl}propyl]-6-(piperidin-1-yl)pyridine-4-carboxamide O[C@@H](CNC(=O)C1=CC=NC(=C1)N1CCCCC1)CN1CC2=CC=C(C(=C2CC1)C)OCC1=C(N=CO1)C